C2-butene tert-butyl-4-(1-(4-(4,4,5,5-tetramethyl-1,3,2-dioxaborolan-2-yl)-1H-pyrazol-1-yl)ethyl)piperidine-1-carboxylate C(C)(C)(C)OC(=O)N1CCC(CC1)C(C)N1N=CC(=C1)B1OC(C(O1)(C)C)(C)C.CC=CC